O=C1NC2=C(OC[C@@H]1NC(OCC1=CC=CC=C1)=O)C=CC=C2 (S)-benzyl (4-oxo-2,3,4,5-tetrahydrobenzo[b][1,4]oxazepin-3-yl)carbamate